[Hg].[Na].FC1(CCN(CC1)CC1=CC=C(C=C1)[C@H](C)NC=1N=CC2=C(N1)N(C(C=C2)=O)CC(C(F)(F)F)(C)C)F 2-{[(1S)-1-{4-[(4,4-Difluoropiperidin-1-yl)methyl]phenyl}ethyl]amino}-8-(3,3,3-trifluoro-2,2-dimethyl-propyl)pyrido[2,3-d]pyrimidin-7(8H)-on Sodium mercury